α,α'-diisopropoxy-p-xylene C(C)(C)OCC1=CC=C(C=C1)COC(C)C